(S)-3-(4-(2,6-dichloro-4-fluorophenyl)naphthalen-1-yl)-2-(2,6-dichlorobenzoylamino)propionic acid ClC1=C(C(=CC(=C1)F)Cl)C1=CC=C(C2=CC=CC=C12)C[C@@H](C(=O)O)NC(C1=C(C=CC=C1Cl)Cl)=O